3-(4-bromophenyl)-8-methyl-1,4,8-triazaspiro[4.5]dec-3-en-2-thione BrC1=CC=C(C=C1)C=1C(NC2(N1)CCN(CC2)C)=S